OC[C@H]1N(C\C(\C1)=N/OC)C(=O)C1=CC=C(C=C1)C1=C(C(=CC=C1)C(F)(F)F)C (S,Z)-(2-(Hydroxymethyl)-4-(methoxyimino)pyrrolidin-1-yl)(2'-methyl-3'-(trifluoromethyl)-[1,1'-biphenyl]-4-yl)methanone